C(C1=CC=CC=C1)NC(=O)C=1C=C(C(=CC1)C1=C(C=CC=C1C1=NC2=C(N1)C=C(C(=C2)F)OC)Cl)C(=O)O (S)-4-(benzylcarbamoyl)-2'-chloro-6'-(5-fluoro-6-methoxy-1H-1,3-benzodiazol-2-yl)-[1,1'-biphenyl]-2-carboxylic acid